(2S,4R)-N-[1-(1-cyclopropyltetrazol-5-yl)ethyl]-1-[(2S)-2-(4-cyclopropyltriazol-1-yl)-3,3-dimethyl-butanoyl]-4-hydroxy-pyrrolidine-2-carboxamide C1(CC1)N1N=NN=C1C(C)NC(=O)[C@H]1N(C[C@@H](C1)O)C([C@H](C(C)(C)C)N1N=NC(=C1)C1CC1)=O